NC1=C(C=CC2=CC=CC=C12)N=NC=1C=NC(=CC1)C1=CC=C(C=C1)OC 4-Amino-3-[6-(4-methoxyphenyl)pyridin-3-ylazo]naphthalin